tert-butyl (5-([1,2,4]triazolo[1,5-a]pyridin-6-yl)-4-(6-methylpyridin-2-yl)-1H-imidazol-2-yl)methyl(2-fluorophenyl)carbamate N=1C=NN2C1C=CC(=C2)C2=C(N=C(N2)CN(C(OC(C)(C)C)=O)C2=C(C=CC=C2)F)C2=NC(=CC=C2)C